(3aS,5aS,9aS,9bS)-3a,6,6,9a-tetramethyldodecahydronaphtho[2,1-b]furan C[C@@]12OCC[C@H]1[C@]1(CCCC([C@@H]1CC2)(C)C)C